OCCN(C([S-])=S)CCO.[Cs+] cesium bis(2-hydroxyethyl)dithiocarbamate